ClC=1N=C(C2=C(N1)C(=C(N=C2)C2=CC=CC1=CC=C(C(=C21)C#C)F)F)N2C[C@H]1CC[C@@H](C2)N1C(=O)OC(C)(C)C tert-butyl (1R,5S)-3-(2-chloro-7-(8-ethynyl-7-fluoronaphthalen-1-yl)-8-fluoropyrido[4,3-d]-pyrimidin-4-yl)-3,8-diazabicyclo[3.2.1]octane-8-carboxylate